C(C)C1=C(N=C2N1C=C(C=N2)F)C(=O)C=2C=CC(=C(C#N)C2)O 5-(3-ethyl-6-fluoroimidazo[1,2-a]pyrimidine-2-carbonyl)-2-hydroxybenzonitrile